5-(5-(3,4-difluoro-5-(piperazin-1-yl)phenyl)-1H-pyrrolo[2,3-b]pyridin-3-yl)-3,3-dimethylisoindolin-1-one FC=1C=C(C=C(C1F)N1CCNCC1)C=1C=C2C(=NC1)NC=C2C=2C=C1C(NC(C1=CC2)=O)(C)C